O=C1N(C(C2=CC=CC=C12)=O)C1CC(C(CC1)NC1=C2C=C(N(C2=CC=C1)CC(F)(F)F)C#CCN(C(OC(C)(C)C)=O)C1=C(C=C(C=C1)S(=O)(=O)C)OC)F tert-butyl (3-(4-((4-(1,3-dioxoisoindolin-2-yl)-2-fluorocyclohexyl)amino)-1-(2,2,2-trifluoroethyl)-1H-indol-2-yl)prop-2-yn-1-yl)(2-methoxy-4-(methylsulfonyl)phenyl)carbamate